1-methyl-5-(1-methyl-3-{[4-(1-Methyl-1H-benzimidazol-4-yl)phenoxy]methyl}-1H-pyrazole-4-yl)pyridine-2(1H)-one CN1C(C=CC(=C1)C=1C(=NN(C1)C)COC1=CC=C(C=C1)C1=CC=CC=2N(C=NC21)C)=O